dioxaphosphepin O1OPC=CC=C1